COC(=O)C=1C(=NN(C1)C)Br 3-Bromo-1-methyl-1H-pyrazole-4-carboxylic acid methyl ester